3-deuterio-9-(1-deuterio-2,2-difluoro-vinyloxy)-4-[[(2S)-1,4-dioxan-2-yl]methoxy]-1-methyl-6,7-dihydrobenzo[a]quinolizin-2-one [2H]C1=C(N2CCC3=C(C2=C(C1=O)C)C=CC(=C3)OC(=C(F)F)[2H])OC[C@H]3OCCOC3